OC1=C(C(=O)NCC(C(C(C(CO)O)O)O)O)C=C(C=C1)C 2-hydroxy-5-methyl-N-(2,3,4,5,6-pentahydroxyhexyl)benzamide